manganese cobalt-nickel [Ni].[Co].[Mn]